(S)-1-(4-(2,2-difluoro-7-((5-methoxy-7-methyl-1H-indol-4-yl)methyl)-7-azaspiro[3.5]nonan-6-yl)benzyl)-1H-pyrazole-4-carboxylic acid FC1(CC2(C1)C[C@H](N(CC2)CC2=C1C=CNC1=C(C=C2OC)C)C2=CC=C(CN1N=CC(=C1)C(=O)O)C=C2)F